4-(3-(1,3-dimethyl-1H-pyrazol-4-yl)-7,8-dihydro-1,6-naphthyridin-6(5H)-yl)-5,6-dimethyl-N-(tetrahydrofuran-3-yl)pyrimidin-2-amine CN1N=C(C(=C1)C=1C=NC=2CCN(CC2C1)C1=NC(=NC(=C1C)C)NC1COCC1)C